methyl-binaphthoquinone CC1=C(C(C2=CC=CC=C2C1=O)=O)C=1C(C2=CC=CC=C2C(C1)=O)=O